O1COC=C1 [1,3]dioxaol